cis-tert-Butyl 6-oxo-7-oxa-5-azaspiro[3.4]octane-2-carboxylate O=C1NC2(CC(C2)C(=O)OC(C)(C)C)CO1